3-(((3-chloro-6-methoxypyridin-2-yl)oxy)methyl)-2-azabicyclo[2.1.1]hexane ClC=1C(=NC(=CC1)OC)OCC1NC2CC1C2